FC1=CC(=C(C=C1C1=CN=NN1)O)C1=NC=C(N=C1)N(C)[C@@H]1[C@@H]([C@]2(CC[C@@](C1)(N2)C)C)F 4-fluoro-2-(5-{[(1R,2S,3S,5S)-2-fluoro-1,5-dimethyl-8-azabicyclo[3.2.1]octan-3-yl](methyl)amino}pyrazin-2-yl)-5-(1H-1,2,3-triazol-5-yl)phenol